ClC1=C(C=C2C=C(N=CC2=C1)NC(=O)[C@@H]1C(C1)C(C)(C)O)C1CCN(CC1)[C@]1(COC[C@H]1F)C (1S)-N-(7-chloro-6-(1-((3S,4S)-4-fluoro-3-methyltetrahydrofuran-3-yl)piperidin-4-yl)isoquinolin-3-yl)-2-(2-hydroxypropan-2-yl)cyclopropane-1-carboxamide